FC1=C(C=CC(=C1I)F)C=1SC=CC1S(=O)(=O)N (2,4-difluoro-3-iodophenyl)thiophene-3-sulfonamide